N,N-bis(2-ethylhexyl)-isobutyramide C(C)C(CN(C(C(C)C)=O)CC(CCCC)CC)CCCC